1-(3-((5-(Difluoromethyl)-2-((3-methyl-1-(1-methylpyrrolidin-3-yl)-1H-pyrazol-4-yl)amino)pyrimidin-4-yl)amino)propyl)-3,3-dimethylazetidin-2-on FC(C=1C(=NC(=NC1)NC=1C(=NN(C1)C1CN(CC1)C)C)NCCCN1C(C(C1)(C)C)=O)F